CC=1C=C(C=CC1)C1=NOC(C1)(C(F)(F)F)C1=CC(=CC(=C1)Cl)Cl 3-(3-methylphenyl)-5-(3,5-dichlorophenyl)-5-trifluoromethyl-4,5-dihydroisoxazole